boron Bismuth silicate [Si]([O-])([O-])([O-])[O-].[Bi+3].[B+3]